7-(3,3,4,4,4-penta-fluorobutyl)-7,9-dihydro-1H-purine-6,8-dione FC(CCN1C(NC=2N=CNC(C12)=O)=O)(C(F)(F)F)F